(S)-2-((4-(6-((7-cyanobenzofuran-4-yl)methoxy)pyridin-2-yl)piperidin-1-yl)methyl)-1-(oxetane-2-ylmethyl)-1H-benzo[d]imidazole C(#N)C1=CC=C(C=2C=COC21)COC2=CC=CC(=N2)C2CCN(CC2)CC2=NC1=C(N2C[C@H]2OCC2)C=CC=C1